O.O.[Zn+2].N1(C(CCC1)=O)C(=O)[O-].N1(C(CCC1)=O)C(=O)[O-] pyrrolidonecarboxylic acid zinc salt dihydrate